ICCC=1C=C(C=CC1)Br 3-(2-iodoethyl)bromobenzene